5-isopropyl-8-(3-(methylsulfinyl)azetidin-1-yl)isoquinoline C(C)(C)C1=C2C=CN=CC2=C(C=C1)N1CC(C1)S(=O)C